C(C=C)OC(=O)N1C[C@H]2N(C(C3=C1C=C(C(=C3)OC3CC3)OCCCCCBr)=O)C=C(C2)C2=CC=C(C=C2)OC (S)-8-((5-bromopentyl)oxy)-7-cyclopropyloxy-2-(4-methoxyphenyl)-5-oxo-11,11a-dihydro-1H-benzo[e]pyrrolo[1,2-a][1,4]diazepine-10(5H)-carboxylic acid allyl ester